6-methyl-N-(3-methyl-1-(tetrahydro-2H-pyran-4-yl)-1H-pyrazolo[3,4-d]pyrimidin-6-yl)benzo[d]oxazol-5-amine CC1=CC2=C(N=CO2)C=C1NC1=NC=C2C(=N1)N(N=C2C)C2CCOCC2